1-(4-(6,8-diphenylimidazo[1,2-a]pyridin-2-yl)phenyl)pent-2-ene-1,4-dione C1(=CC=CC=C1)C=1C=C(C=2N(C1)C=C(N2)C2=CC=C(C=C2)C(C=CC(C)=O)=O)C2=CC=CC=C2